phenazinic acid C1(=CC=CC2=NC3=CC=CC=C3N=C12)C(=O)O